C[C@H]1N(C[C@@]12C[C@@H](N(CC2)C(=O)OC(C)(C)C)C)C(=O)OCC2=CC=CC=C2 2-benzyl 7-(tert-butyl) (1R,4R,6S)-1,6-dimethyl-2,7-diazaspiro[3.5]nonane-2,7-dicarboxylate